[C@@H]1([C@H](O)[C@@H](O)[C@H](O)[C@H](O1)CO)C1=CC(=C(C=C1)Cl)CC=1SC(=CC1)C1=NC=CC=N1 1-(β-D-glucopyranosyl)-4-chloro-3-[5-(2-pyrimidinyl)-2-thienylmethyl]benzene